6-bromo-2-(chloromethyl)-1-[[(2S)-oxetan-2-yl]methyl]benzimidazole BrC=1C=CC2=C(N(C(=N2)CCl)C[C@H]2OCC2)C1